C(C)N(CCC1=CNC2=CC=CC(=C12)OC(C)=O)C(C)C acetic acid 3-(2-(ethyl (isopropyl) amino) ethyl)-1H-indol-4-yl ester